C(CC(O)(C(=O)[O-])CC(=O)[O-])(=O)[O-].C(CCC)[N+](CCCC)(CCCC)CCCC.C(CCC)[N+](CCCC)(CCCC)CCCC.C(CCC)[N+](CCCC)(CCCC)CCCC Tetrabutyl-ammonium citrate